Cl.CN(C1C(N(C(C1)=O)[C@H](C(=O)NCC1=C(C=CC=C1)F)C)=O)C (2S)-2-(3-(dimethylamino)-2,5-dioxopyrrolidin-1-yl)-N-(2-fluorobenzyl)propionamide hydrochloride